(R)-4-(benzylamino)azepane-1-carboxylic acid tert-butyl ester C(C)(C)(C)OC(=O)N1CC[C@@H](CCC1)NCC1=CC=CC=C1